3-({[(1R)-6-[(2-methylphenyl)thio]-1,2,3,4-tetrahydronaphthalen-1-yl]methyl}amino)pyridine-4-carboxylic acid methyl ester COC(=O)C1=C(C=NC=C1)NC[C@@H]1CCCC2=CC(=CC=C12)SC1=C(C=CC=C1)C